NC1=CC=C(C(=N1)F)C1=CN=C(N1)[C@@H]1CC2(C3=CC(=CC(N13)=O)C1=C(C=CC(=C1)Cl)N1N=NN=C1)CC2 |o1:13| (S*)-3'-(5-(6-amino-2-fluoropyridin-3-yl)-1H-imidazol-2-yl)-7'-(5-chloro-2-(1H-tetrazol-1-yl)phenyl)-2',3'-dihydro-5'H-spiro[cyclopropane-1,1'-indolizin]-5'-one